N-(3-isopropyloxetan-3-yl)-2-methyl-propane-2-sulfinamide C(C)(C)C1(COC1)NS(=O)C(C)(C)C